C1(CC1)C1=NN(C=C1C1=CC2=C(C=N1)C=NN2C)[C@@H]2C[C@H](C2)C#C 6-(3-cyclopropyl-1-(trans-3-ethynyl-cyclobutyl)-1H-pyrazol-4-yl)-1-methyl-1H-pyrazolo[4,3-c]pyridine